N1=C(C=CC2=CC=CC=C12)C1=NN=CO1 5-(quinolin-2-yl)-1,3,4-oxadiazole